2-(2-(benzo[b]thiophen-2-yl)-5-ethyl-6-(4-(3-hydroxypicolinoyl)piperazin-1-yl)-7-oxo-[1,2,4]triazolo[1,5-a]pyrimidin-4(7H)-yl)-N-(2-chloro-4-(trifluoromethyl)phenyl)acetamide S1C2=C(C=C1C1=NN3C(N(C(=C(C3=O)N3CCN(CC3)C(C3=NC=CC=C3O)=O)CC)CC(=O)NC3=C(C=C(C=C3)C(F)(F)F)Cl)=N1)C=CC=C2